tert-butyl 4-(4'-chloro-5'-oxo-5'H-spiro[cyclohexane-1,7'-indolo[1,2-a]quinazolin]-9'-yl)-3'-fluoro-[1,4'-bipiperidine]-1'-carboxylate ClC=1C=2C(N=C3N(C2C=CC1)C1=CC=C(C=C1C31CCCCC1)C1CCN(CC1)C1C(CN(CC1)C(=O)OC(C)(C)C)F)=O